(8-(4,4-Difluoropiperidin-1-yl)-[1,2,4]triazolo[4,3-a]pyrazin-6-yl)carbamic acid tert-butyl ester C(C)(C)(C)OC(NC=1N=C(C=2N(C1)C=NN2)N2CCC(CC2)(F)F)=O